CC1=CC=C(C=C1)C(=O)C p-Methylacetophenone